C(CC\C=C/C\C=C/C\C=C/C\C=C/C\C=C/CC=C)(=O)O (4Z,7Z,10Z,13Z,16Z,19Z)-icosa-4,7,10,13,16,19-hexaenoic acid